O=C1NC(CCC1NC=1C=C(C(=O)N2CCC(CC2)CN2CC(C2)C2=CC=C(C=C2)NC2=NC=CC(=N2)C2=CC(=C(CNC(=O)N3CC(C3)OC(C)C)C=C2)C)C=CC1)=O N-(4-(2-((4-(1-((1-(3-((2,6-dioxopiperidin-3-yl)amino)benzoyl)piperidin-4-yl)methyl)azetidin-3-yl)phenyl)amino)pyrimidin-4-yl)-2-methylbenzyl)-3-isopropoxyazetidine-1-carboxamide